FC1=CC=C(C2=C1NC(=N2)C(=O)O)OC 7-fluoro-4-methoxy-1H-benzo[d]imidazole-2-carboxylic acid